C(C1=CC=CC=C1)NC(CC1=NC=C(C=C1)C1=CC=C(C=C1)OCCN1CCOCC1)=O N-benzyl-2-(5-{4-[2-(morpholin-4-yl)ethoxy]phenyl}pyridin-2-yl)acetamide